cyclopropyl-N,N-bis(4-methoxybenzyl)-1H-pyrazole-4-sulfonamide C1(CC1)N1N=CC(=C1)S(=O)(=O)N(CC1=CC=C(C=C1)OC)CC1=CC=C(C=C1)OC